ClC1=C(C=CC=C1)[C@H](C)NC=1C(=NC(=NC1)C(=O)O)OC (S)-5-((1-(2-Chlorophenyl)ethyl)amino)-4-methoxypyrimidine-2-carboxylic acid